(4-{3-[5-Fluoro-6-(2-methoxyethoxy)-1H-indazol-3-yl]-isoxazol-5-yl}-phenyl)-[(S)-2-(1-hydroxy-1-methylethyl)-azetidin-1-yl]-methanon FC=1C=C2C(=NNC2=CC1OCCOC)C1=NOC(=C1)C1=CC=C(C=C1)C(=O)N1[C@@H](CC1)C(C)(C)O